CN1N=CC=C1NC1=NC=CC(=N1)C=1C=C2N(C=CNC2=O)C1 7-(2-((1-methyl-1H-pyrazol-5-yl)amino)pyrimidin-4-yl)pyrrolo[1,2-a]pyrazin-1(2H)-one